COC1CC=C(CC1)B1OC(C(O1)(C)C)(C)C 2-(4-methoxycyclohex-1-en-1-yl)-4,4,5,5-tetramethyl-1,3,2-dioxaborolane